tert-Butylperoxyisopropylcarbonate CC(C)OOC(=O)OC(C)(C)C